ClC=1C=C2CN3C(=NC2=CC1)SC=C3CSC=3NC1=CC=CC=C1C(N3)(C)C 7-chloro-3-(((4,4-dimethyl-1,4-dihydroquinazolin-2-yl)thio)methyl)-5H-thiazolo[2,3-b]quinazoline